(4-((2-(4-((4S,5R)-4,5-bis(4-chlorophenyl)-2-(2-isopropoxy-4-methoxyphenyl)-4,5-dihydro-1H-imidazole-1-carbonyl)-2-oxopiperazin-1-yl)ethyl)carbamoyl)phenyl)boronic acid ClC1=CC=C(C=C1)[C@@H]1N=C(N([C@@H]1C1=CC=C(C=C1)Cl)C(=O)N1CC(N(CC1)CCNC(=O)C1=CC=C(C=C1)B(O)O)=O)C1=C(C=C(C=C1)OC)OC(C)C